1-fluoro-3-iodo-2-methyl-5-nitrobenzene FC1=C(C(=CC(=C1)[N+](=O)[O-])I)C